ClC=1C(=NC=CN1)CNC(C(=O)OC)=O methyl 2-(((3-chloropyrazin-2-yl)methyl)amino)-2-oxoacetate